C(C)OC(=O)C=1N(C2=CC=C(C=C2C1)N)CCOC 5-Amino-1-(2-methoxyethyl)-1H-indole-2-carboxylic acid ethyl ester